COC=1C=NC=CC1CCCOC=1C=C2C(NC(=NC2=CC1)C=1C=C2C(=CN1)SC=C2)=O 6-[3-(3-methoxy-pyridin-4-yl)-propoxy]-2-thieno[2,3-c]pyridin-5-yl-3H-quinazolin-4-one